3-fluoro-5-formyl-4-hydroxy-N-(3-phenyl-1,2,4-thiadiazol-5-yl)benzamide FC=1C=C(C(=O)NC2=NC(=NS2)C2=CC=CC=C2)C=C(C1O)C=O